methyl 8-bromo-1-methyl-1,2,3,4-tetrahydroisoquinoline-7-carboxylate BrC=1C(=CC=C2CCNC(C12)C)C(=O)OC